4-(3-(4-fluoro-2,6-dimethylphenoxy)-1-methyl-2-oxo-1,2-dihydropyridin-3-yl)-6-methyl-7-oxo-6,7-dihydro-1H-pyrrolo[2,3-c]pyridine-2-carboxylic acid FC1=CC(=C(OC2(C(N(C=CC2)C)=O)C=2C3=C(C(N(C2)C)=O)NC(=C3)C(=O)O)C(=C1)C)C